C(C1=CC=CC=C1)OC(=O)N(CC(CCC(C)(C1=CC(=CC=C1)Br)C1=NN(C(=N1)C=1C=C(OC=2C(=C3C=CNC3=CC2F)CCC(=O)OCC)C=CC1F)C)(C)C)C ethyl 3-(5-(3-(3-(6-(((benzyloxy)carbonyl)(methyl)amino)-2-(3-bromophenyl)-5,5-dimethylhexan-2-yl)-1-methyl-1H-1,2,4-triazol-5-yl)-4-fluorophenoxy)-6-fluoro-1H-indol-4-yl)propanoate